CC=1C=NNC1 4-methyl-1H-pyrazole